6-(4-Fluorophenyl)-3-(3-(pyridin-4-yl)-1H-pyrazol-5-yl)-1,3-oxazinan FC1=CC=C(C=C1)C1CCN(CO1)C1=CC(=NN1)C1=CC=NC=C1